(4-amino-[1,2,4]triazolo[4,3-a]quinoxalin-8-yl)(2-(2-(2-(dimethylamino)ethyl)benzo[d]thiazol-5-yl)-5-methylpiperidin-1-yl)methanone NC=1C=2N(C3=CC(=CC=C3N1)C(=O)N1C(CCC(C1)C)C=1C=CC3=C(N=C(S3)CCN(C)C)C1)C=NN2